CC(C)(C#CC1=CC=C(C=C1)CNCC1=CC=NC=C1)O 2-methyl-4-(4-(((pyridin-4-ylmethyl)amino)methyl)phenyl)but-3-yn-2-ol